5,6-dichloro-2-[[5,6-dichloro-1-ethyl-3-(4-sulfobutyl)-benzoimidazol-2-ylidene]-propenyl]-1-ethyl-3-(4-sulfobutyl)benzimidazolium hydroxide [OH-].ClC1=CC2=C([N+](=C(N2CCCCS(=O)(=O)O)C=CC=C2N(C3=C(N2CC)C=C(C(=C3)Cl)Cl)CCCCS(=O)(=O)O)CC)C=C1Cl